5-nitro-4-(piperidin-1-yl)-6-thiocyanopyrimidine [N+](=O)([O-])C=1C(=NC=NC1SC#N)N1CCCCC1